FC1=CC(=C(C=C1)NC1=C(C(=O)O)C=C(C=C1)C(F)(F)F)OC 2-((4-fluoro-2-methoxyphenyl)-amino)-5-(trifluoromethyl)benzoic acid